C(C)(C)(C)OC(=O)N1CCN(CC1)C1=CC=C2C(=CN(C2=C1)C)C=1C(=NC(=CC1)OCC1=CC=CC=C1)OCC1=CC=CC=C1 4-{3-[2,6-bis(benzyloxy)pyridin-3-yl]-1-methylindol-6-yl}piperazine-1-carboxylic acid tert-butyl ester